(S,6S)-6-(methylamino)-N-(tricyclo[6.2.0.03,6]deca-1,3(6),7-trien-2-ylcarbamoyl)-6,7-dihydro-5H-pyrazolo[5,1-b][1,3]oxazine-3-sulfonimidamide CN[C@H]1CN2C(OC1)=C(C=N2)[S@@](=O)(NC(NC2=C1CCC1=CC=1CCC21)=O)=N